1-cyclopropyl-5-[4-(4,4,5,5-tetramethyl-1,3,2-dioxaborolan-2-yl)-3,6-dihydro-2H-pyran-6-yl]pyridin-2-one C1(CC1)N1C(C=CC(=C1)C1C=C(CCO1)B1OC(C(O1)(C)C)(C)C)=O